4-tertiary butyl-aniline iodine [I].C(C)(C)(C)C1=CC=C(N)C=C1